C(C1=CC=CC=C1)C1(CC(=NO1)[C@@H](COC)NC(=O)OC(C)(C)C)C(=O)OC Methyl 5-benzyl-3-((S)-1-((tert-butoxycarbonyl)amino)-2-methoxyethyl)-4,5-dihydroisoxazole-5-carboxylate